2-((5-chlorobenzo[d]oxazol-2-yl)methyl)-6-(2-(2,2,2-trifluoroethoxy)pyrimidin-5-yl)pyridazin-3(2H)-one ClC=1C=CC2=C(N=C(O2)CN2N=C(C=CC2=O)C=2C=NC(=NC2)OCC(F)(F)F)C1